N1NC(C=C1)=O pyrazol-3(2H)-one